2,2-difluoroethyl (trans-4-((4-(4-chloro-1H-pyrazol-3-yl)-5-cyanopyrimidin-2-yl)amino)cyclohexyl)(4-(2-methoxypyrimidin-5-yl)pyridin-2-yl)carbamate ClC=1C(=NNC1)C1=NC(=NC=C1C#N)N[C@@H]1CC[C@H](CC1)N(C(OCC(F)F)=O)C1=NC=CC(=C1)C=1C=NC(=NC1)OC